(S)-(4-(4-cyclopropylpyrazolo[1,5-a]pyridin-2-yl)-1,4,6,7-tetrahydro-5H-imidazo[4,5-c]pyridin-5-yl)(5-(1-(difluoromethyl)-1H-pyrazol-4-yl)-1,3,4-oxadiazol-2-yl)methanone C1(CC1)C=1C=2N(C=CC1)N=C(C2)[C@H]2N(CCC1=C2N=CN1)C(=O)C=1OC(=NN1)C=1C=NN(C1)C(F)F